FC(OC1=CC=CC=2C(N([C@H]3C=4N([C@@H](C21)C3)C3=C(N4)C=CC(=C3)C#CCN3CCOCC3)C([2H])([2H])[2H])=O)F (7R,14R)-1-(difluoromethoxy)-6-(methyl-d3)-11-(3-morpholinoprop-1-yn-1-yl)-6,7-dihydro-7,14-methanobenzo[f]benzo[4,5]imidazo[1,2-a][1,4]diazocin-5(14H)-one